OCCNS(=O)(=O)N1C[C@@H]2[C@H](C1)CC(C2)NC2=C1C(=NC=C2C=2SC3=C(CNCC3)N2)NC=C1 (3aR,5s,6aS)-N-(2-hydroxyethyl)-5-((5-(4,5,6,7-tetrahydrothiazolo[4,5-c]pyridin-2-yl)-1H-pyrrolo[2,3-b]pyridin-4-yl)amino)hexahydrocyclopenta[c]pyrrole-2(1H)-sulfonamide